bis[[(2,6-dinitrobenzyl)oxy]carbonyl]diaminodiphenylmethane tert-Butyl-4-Carbamoyl-2-azabicyclo[2.1.1]hexane-2-carboxylate C(C)(C)(C)OC(=O)N1C2CC(C1)(C2)C(N)=O.[N+](=O)([O-])C2=C(COC(=O)C=1C(=C(C=CC1)C(C1=CC=CC=C1)(N)N)C(=O)OCC1=C(C=CC=C1[N+](=O)[O-])[N+](=O)[O-])C(=CC=C2)[N+](=O)[O-]